cesium plumbum [Pb].[Cs]